1,1-DIETHYLCYCLOPENTANE C(C)C1(CCCC1)CC